C(OC1=CC=C(C=C1)Cl)([O-])=O p-chlorophenyl carbonate